2-(n-propyl)piperazine C(CC)C1NCCNC1